2-(3-((2-methoxy-4-(methylsulfonyl)phenyl)amino)prop-1-yn-1-yl)-N-((3R,4S)-3-methoxytetrahydro-2H-pyran-4-yl)-1-(2,2,2-trifluoroethyl)-1H-indol-4-amine COC1=C(C=CC(=C1)S(=O)(=O)C)NCC#CC=1N(C=2C=CC=C(C2C1)N[C@@H]1[C@H](COCC1)OC)CC(F)(F)F